4-((1R,6R)-7-oxo-8-oxo-3-azabicyclo[4.2.0]octane-3-yl)quinoline-3-carbonitrile O=C1[C@@H]2CCN(C[C@@H]2C1=O)C1=C(C=NC2=CC=CC=C12)C#N